N-(3,5-dimethylthiazol-2(3H)-ylidene)-4-hydroxy-2-methyl-2H-benzo[e][1,2]thiazine-3-carboxamide-1,1-dioxide CN1C(SC(=C1)C)=NC(=O)C=1N(S(C2=C(C1O)C=CC=C2)(=O)=O)C